N-(2-(3-hydroxy-3-methylbutyl)-6-morpholino-2H-indazol-5-yl)-4-sulfamoylbenzamide OC(CCN1N=C2C=C(C(=CC2=C1)NC(C1=CC=C(C=C1)S(N)(=O)=O)=O)N1CCOCC1)(C)C